C(#N)C=1C=C(OC=2C=C(C=CC2)OP(=O)([O-])[O-])C=CC1C#N 3-(3,4-dicyanophenoxy)-phenylphosphate